3-amino-N-(2-{9-amino-2-oxa-7-azaspiro[4.4]nonan-7-yl}-4-fluoro-5,6,7,8-tetrahydroquinolin-6-yl)-4,6-dimethylthieno[2,3-b]pyridine-2-carboxamide NC1=C(SC2=NC(=CC(=C21)C)C)C(=O)NC2CC=1C(=CC(=NC1CC2)N2CC1(CCOC1)C(C2)N)F